2-(3-(Dimethylamino)propoxy)-5-(3'-methyl-2'-oxo-2',3'-dihydrospiro[cyclopropane-1,1'-pyrrolo[2,3-c]quinolin]-8'-yl)pyridin-3-ylethanesulfonamide hydrochloride Cl.CN(CCCOC1=NC=C(C=C1C(C)S(=O)(=O)N)C1=CC=2C3=C(C=NC2C=C1)N(C(C31CC1)=O)C)C